C(C)(C)N1N=C(C=C1)B1OC(C(O1)(C)C)(C)C 1-isopropyl-3-(4,4,5,5-tetramethyl-1,3,2-dioxaborolan-2-yl)pyrazole